C(CCCC)C1=CC=CC=2OCOC(C21)=O 5-pentyl-4H-benzo[d][1,3]dioxin-4-one